(S)-2-amino-N-(3-azidopropyl)-6-(dimethylamino)hexanamide N[C@H](C(=O)NCCCN=[N+]=[N-])CCCCN(C)C